tri(ethoxyphenyl)bismuth tert-butyl-N-{(3S)-1-[(5-bromo-3-methylthiophen-2-yl)carbonyl]pyrrolidin-3-yl}carbamate C(C)(C)(C)OC(N[C@@H]1CN(CC1)C(=O)C=1SC(=CC1C)Br)=O.C(C)OC1=C(C=CC=C1)[Bi](C1=C(C=CC=C1)OCC)C1=C(C=CC=C1)OCC